C(#N)/C(=C\C=C\C1=CC=C(C=C1)N(C)C)/C=1SC2=C(N1)C=CC(=C2)C(=O)O 2-((1E,3E)-1-cyano-4-(4-(dimethylamino)phenyl)butan-1,3-dien-1-yl)benzo[d]thiazole-6-carboxylic acid